2-[4-[6-[5-(5-chloro-2-fluoro-phenyl)-3-(3-pyridylmethyl)triazol-4-yl]-3-quinolyl]pyrazol-1-yl]-N-methyl-ethanamine ClC=1C=CC(=C(C1)C1=C(N(N=N1)CC=1C=NC=CC1)C=1C=C2C=C(C=NC2=CC1)C=1C=NN(C1)CCNC)F